COC1=CC=C(C=C1)C(=O)N1CCN(CC1)CCC1=CC=CC=C1 (4-methoxyphenyl)-[4-(2-phenylethyl)piperazin-1-yl]methanone